acrylamido tertiary butyl-sulfonate C(C)(C)(C)S(=O)(=O)ONC(C=C)=O